2-bromo-6-(4,4-difluorocyclohex-1-en-1-yl)-3-fluoropyridine BrC1=NC(=CC=C1F)C1=CCC(CC1)(F)F